N-(4-secbutylphenyl)-diphenylamine C(C)(CC)C1=CC=C(C=C1)N(C1=CC=CC=C1)C1=CC=CC=C1